6-fluoro-N-(6-(4-isopropyl-4H-1,2,4-triazol-3-yl)pyridin-2-yl)-1-methyl-2-oxo-1,2,3,4-tetrahydroquinoline-7-carboxamide FC=1C=C2CCC(N(C2=CC1C(=O)NC1=NC(=CC=C1)C1=NN=CN1C(C)C)C)=O